3-chloro-5,6,7,8-tetrahydro-cinnoline-4-carbonitrile ClC=1N=NC=2CCCCC2C1C#N